3-[(3-chloro-2-methoxyphenyl)amino]-2-(3-fluoropyridin-4-yl)-7-(2-hydroxypropyl)-1H,5H,6H,7H-pyrrolo[3,2-c]pyridin-4-one ClC=1C(=C(C=CC1)NC1=C(NC2=C1C(NCC2CC(C)O)=O)C2=C(C=NC=C2)F)OC